((2S,3R,4R,5R)-5-(4-Amino-5-iodo-7H-pyrrolo[2,3-d]pyrimidin-7-yl)-3,4-bis((tert-butyldimethylsilyl)oxy)tetrahydrofuran-2-yl)methanethiol NC=1C2=C(N=CN1)N(C=C2I)[C@H]2[C@@H]([C@@H]([C@H](O2)CS)O[Si](C)(C)C(C)(C)C)O[Si](C)(C)C(C)(C)C